4-[(1E)-3-oxoprop-1-en-1-yl]phenyl acetate C(C)(=O)OC1=CC=C(C=C1)\C=C\C=O